2-[[6-(3-Chloro-4-fluoro-phenyl)-3-fluoro-pyrazolo[4,3-b]pyridin-1-yl]methyl]-5-methyl-1,3,4-oxadiazole ClC=1C=C(C=CC1F)C=1C=C2C(=NC1)C(=NN2CC=2OC(=NN2)C)F